[P+4].O=C1N(C(CC1)=O)OC(=O)C=1C=C(C=CC1)N1C(C=CC1=O)=O 1-(3-{[(2,5-Dioxopyrrolidin-1-yl)oxy]carbonyl}phenyl)-1H-pyrrol-2,5-dion Phosphorus (iv)